(2R,3S,4S)-2-(4-(difluoromethyl)benzyl)-4-hydroxypyrrolidin-3-yl (isoindolin-4-ylmethyl)carbamate C1NCC2=C(C=CC=C12)CNC(O[C@H]1[C@H](NC[C@@H]1O)CC1=CC=C(C=C1)C(F)F)=O